[C@H]12CC(C[C@H](CC1)N2)OC2=CC=C(N=N2)C=2C=C1C=CN=C(C1=CC2O)C 6-(6-(((1R,3s,5S)-8-azabicyclo[3.2.1]octan-3-yl)oxy)pyridazin-3-yl)-1-methylisoquinolin-7-ol